C1CCC12OCCCNC2=O 5-oxa-9-azaspiro[3.6]decan-10-one